3-chloro-6-iodopyridazine ClC=1N=NC(=CC1)I